N-(9-((2R,3R,4S,5R)-3,4-dihydroxy-5-(hydroxymethyl)-tetrahydrothiophen-2-yl)-6-oxo-6,9-dihydro-1H-purin-2-yl)isobutyramide 4-((2-nitrophenyl)amino)benzyl-acetate [N+](=O)([O-])C1=C(C=CC=C1)NC1=CC=C(CCC(=O)O)C=C1.O[C@H]1[C@@H](S[C@@H]([C@H]1O)CO)N1C=2N=C(NC(C2N=C1)=O)NC(C(C)C)=O